N-methyl-N-(pyrrolidin-3-ylmethyl)-6-(2-azaspiro[5.5]undecan-2-yl)-2-(trifluoromethyl)pyrimidin-4-amine CN(C1=NC(=NC(=C1)N1CC2(CCC1)CCCCC2)C(F)(F)F)CC2CNCC2